N(=[N+]=[N-])CCOCCOCCN1C(C2=C(C(=C(C(=C2C1=O)Cl)Cl)Cl)Cl)=O 2-(2-(2-(2-azidoethoxy)ethoxy)ethyl)-4,5,6,7-tetrachloroisoindoline-1,3-dione